BrC=1C(=CC2=C(SC(=C2)C(=O)O)C1)OC 6-bromo-5-methoxybenzo[b]Thiophene-2-carboxylic acid